N2-(5-chloropyrazolo[1,5-a]pyrimidin-7-yl)pyridine-2,4-diamine ClC1=NC=2N(C(=C1)NC1=NC=CC(=C1)N)N=CC2